O1C(OCC1)CCC(C(C)(C)F)N1CC(C1)C1=CC(=C2C=NN(C2=C1)C)C1=C(C=C(C=C1)F)C(=O)N1[C@@H](COCC1)C 6-{1-[1-(1,3-dioxolan-2-yl)-4-fluoro-4-methylpentan-3-yl]azetidin-3-yl}-4-{4-fluoro-2-[(3R)-3-methylmorpholine-4-carbonyl]phenyl}-1-methyl-1H-indazole